FC1=C(C=CC=C1)C1=NN2C(OCCC2)=C1C(=O)N 2-(2-fluorophenyl)-6,7-dihydro-5H-pyrazolo[5,1-b][1,3]Oxazine-3-carboxamide